5-(1-(4-(5-(difluoromethyl)-1,3,4-oxadiazol-2-yl)-2,6-difluorobenzyl)-1H-1,2,3-triazol-4-yl)pyridin-3-amine FC(C1=NN=C(O1)C1=CC(=C(CN2N=NC(=C2)C=2C=C(C=NC2)N)C(=C1)F)F)F